C([C@@H]1[C@H]([C@@H]([C@@H](O1)CO)O[C@H]2[C@@H]([C@H]([C@@H]([C@@H](O2)C(=O)O)O)O)OS(=O)(=O)O)O)O The molecule is a disaccharide derivative that is 2,5-anhydro-D-glucitol in which the hydroxy group at position 3 has been glycosylated by a 2-O-sulfo-alpha-L-idopyranosyl group. It is a disaccharide derivative, a carbohydrate acid derivative and an oligosaccharide sulfate. It derives from a 2-O-sulfo-alpha-L-idopyranuronic acid.